tert-butyl (2R,6S)-4-{8-[(7-fluoro-2-methylindazol-5-yl)carbamoyl]-2-methylquinazolin-5-yl}-2,6-dimethylpiperazine-1-carboxylate FC1=CC(=CC2=CN(N=C12)C)NC(=O)C=1C=CC(=C2C=NC(=NC12)C)N1C[C@H](N([C@H](C1)C)C(=O)OC(C)(C)C)C